FC=1C=C(CC=2C=C3C(=NNC3=CC2)NC(C2=C(C=C(C=C2)N(CC)CCN2CC(C(C2)F)F)NC2CCOCC2)=O)C=C(C1)F N-(5-(3,5-difluorobenzyl)-1H-indazol-3-yl)-4-((2-(3,4-difluoropyrrolidin-1-yl)-ethyl)(ethyl)-amino)-2-((tetrahydro-2H-pyran-4-yl)-amino)-benzamide